5-(4-((tert-butyldimethylsilyl)oxy)butyl)-2-isopropylpyridin [Si](C)(C)(C(C)(C)C)OCCCCC=1C=CC(=NC1)C(C)C